C(C)C1=C(C=CC(=C1)O)N=C(N)C1=C(C=2N(N=C1)C=C(C2)C=2C(=CC(=NC2)NC(=O)NCC(C)(C)O)C)NC[C@@H]2NCCC2 1-[5-[3-[N'-(2-ethyl-4-hydroxy-phenyl)carbamimidoyl]-4-[[[(R)-pyrrolidin-2-yl]methyl]amino]pyrrolo[1,2-b]pyridazin-6-yl]-4-methyl-2-pyridyl]-3-(2-hydroxy-2-methyl-propyl)urea